[Ti].[Zn].[Cu] copper-zinc-titanium